C(C)(C)(C)OC(=O)N[C@H](C(=O)OC)CC1=CC(=CC=C1)O[Si](C(C)C)(C(C)C)C(C)C (S)-methyl 2-(tert-butoxycarbonylamino)-3-(3-(triisopropylsilyloxy)phenyl)-propanoate